(1R,3S)-3-Amino-N-((S)-1-(5-(((S)-1,1-dimethyl-2,3-dihydro-1H-inden-2-yl)amino)pyridin-2-yl)-2,2,2-trifluoroethyl)-N-methylcyclopentane-1-carboxamide TFA salt OC(=O)C(F)(F)F.N[C@@H]1C[C@@H](CC1)C(=O)N(C)[C@H](C(F)(F)F)C1=NC=C(C=C1)N[C@@H]1C(C2=CC=CC=C2C1)(C)C